1-(2-(2,6-dioxopiperidin-3-yl)-6-fluoro-1,3-dioxoisoindolin-5-yl)piperidine-4-carboxaldehyde O=C1NC(CCC1N1C(C2=CC(=C(C=C2C1=O)N1CCC(CC1)C=O)F)=O)=O